ClC1=CC=C(C=C1)[C@@H]1COC=2C(=[N+](C=CC2)[O-])O1 (R)-3-(4-chlorophenyl)-2,3-dihydro-[1,4]dioxino[2,3-b]pyridine 5-oxide